O=CC(C)C1=C(C(=O)N)C=CC=C1OC 1-oxopropan-2-yl-3-methoxybenzamide